C1(=CC=CC=C1)N1C(=O)NC(=O)C=C1 N-Phenyl-1H-uracil